1-((3-fluoro-2-(isopropylamino)pyridin-4-yl)methyl)-5,5-dimethyl-3-(4-((trifluoromethyl)thio)phenyl)imidazolidine-2,4-dione FC=1C(=NC=CC1CN1C(N(C(C1(C)C)=O)C1=CC=C(C=C1)SC(F)(F)F)=O)NC(C)C